FC1(CC2(C1)C[C@H](N(CC2)C(=O)OCC2=CC=CC=C2)C2=CC=C(C=C2)C(=O)OC)F benzyl (S)-2,2-difluoro-6-(4-(methoxycarbonyl)phenyl)-7-azaspiro[3.5]nonane-7-carboxylate